1-[1-(tert-butoxycarbonyl)-2,2,2-trifluoro-1-trifluoromethylethyl]-4-vinylbenzene C(C)(C)(C)OC(=O)C(C(F)(F)F)(C(F)(F)F)C1=CC=C(C=C1)C=C